COC([C@@H](N[N+](=O)[O-])CCCNC(N)=N)=O nitro-arginine methyl ester